Rac-N-(6-bromo-7-chloroisoquinolin-3-yl)-5,5-dimethyltetrahydrofuran-3-carboxamide BrC=1C=C2C=C(N=CC2=CC1Cl)NC(=O)[C@H]1COC(C1)(C)C |r|